4-(4-(1-Cyanocyclopropyl)phenyl)-6-fluoro-N-(1-(2-hydroxyethyl)-1H-pyrazol-4-yl)quinoline-3-carboxamide C(#N)C1(CC1)C1=CC=C(C=C1)C1=C(C=NC2=CC=C(C=C12)F)C(=O)NC=1C=NN(C1)CCO